NC1=C(C=CC=C1)[C@H]1N(CCC1)C(=O)OC(C)(C)C tert-butyl (2S)-2-(2-aminophenyl)pyrrolidine-1-carboxylate